[Si].[Cu].[Al] Aluminum-Copper-Silicon